2-chloro-N-methylisonicotinamide ClC=1C=C(C(=O)NC)C=CN1